ClCC(=O)NC=1C=NC(=C(C1)NC1=NN(C2=NC(=NC=C21)NC=2C=NN(C2)C)C)C 2-chloro-N-(6-methyl-5-((1-methyl-6-((1-methyl-1H-pyrazol-4-yl)amino)-1H-pyrazolo[3,4-d]pyrimidin-3-yl)amino)pyridin-3-yl)acetamide